(S)-6-(5-(dimethylamino)pyrimidin-2-yl)-7-fluoro-2-(4-((6-oxo-5-(trifluoromethyl)-1,6-dihydropyridazin-4-yl)amino)pentyl)isoquinolin-1(2H)-one CN(C=1C=NC(=NC1)C=1C=C2C=CN(C(C2=CC1F)=O)CCC[C@H](C)NC=1C=NNC(C1C(F)(F)F)=O)C